FC1=C(C=C2C(=CNC2=C1)CC(=O)OC1=C(C(=C(C(=C1F)F)F)F)F)OC Perfluorophenyl 2-(6-fluoro-5-methoxy-1H-indol-3-yl)acetate